4,5,6,7-tetrahydro-1,2,3-triazolo[1,5-A]pyrazine hydrochloride Cl.N1=NC=C2N1CCNC2